ClC=1C(=C(C2=C(NCCO2)C1)C(=O)OCC)F Ethyl 6-chloro-7-fluoro-3,4-dihydro-2H-1,4-benzoxazine-8-carboxylate